tert-butyl N-{[(4R)-8-bromo-3,4-dihydro-2H-1-benzopyran-4-yl]methyl}carbamate BrC1=CC=CC=2[C@@H](CCOC21)CNC(OC(C)(C)C)=O